C(C=C)N(C1=CC(=CC2=CC=CC=C12)OCOC)CC1=C(C=NC(=N1)SC)Br 6-((allyl(3-(methoxymethoxy)naphthalen-1-yl)amino)methyl)-5-bromo-2-(methylthio)pyrimidine